(1-methoxy-2-methyl-2-propoxy)hafnium COCC(C)(O[Hf])C